N1CCC(CCC1)N1C(C2=CC=C(C=C2C=N1)C=1C=C(C=2N(N1)C=C(N2)C)C)=O 2-(azepan-4-yl)-6-{2,8-dimethylimidazo[1,2-b]pyridazin-6-yl}phthalazin-1-one